C(C)(=O)OC[C@H]1C([C@H](C1)C(=C)C)(C)C (1R,3R)-cis-2,2-Dimethyl-3-isopropenyl-cyclobutanemethanol acetate